3-(2,4-difluorophenyl)-2-methyl-5-(4-nitrophenyl)pyrazolo[1,5-a]pyrimidin FC1=C(C=CC(=C1)F)C=1C(=NN2C1N=C(C=C2)C2=CC=C(C=C2)[N+](=O)[O-])C